3-(4-(1-cyclopropyl-4-(trifluoromethyl)-1H-imidazol-2-yl)benzyl)-5-(4-cyclopropyl-6-methoxypyrimidin-5-yl)-1-methyl-1H-pyrazolo[4,3-d]pyrimidine C1(CC1)N1C(=NC(=C1)C(F)(F)F)C1=CC=C(CC2=NN(C3=C2N=C(N=C3)C=3C(=NC=NC3OC)C3CC3)C)C=C1